2-(3,5-dichloro-4-(4-hydroxy-3-(isothiazol-5-yl)benzyl)phenoxy)-N-methylacetamide ClC=1C=C(OCC(=O)NC)C=C(C1CC1=CC(=C(C=C1)O)C1=CC=NS1)Cl